(E)-4-(2-(7-(diphenylamino)-9-ethyl-9H-carbazole-2-yl)vinyl)-1-(3-(trimethylammonio)propyl)quinoline C1(=CC=CC=C1)N(C1=CC=C2C=3C=CC(=CC3N(C2=C1)CC)/C=C/C1=CCN(C2=CC=CC=C12)CCC[N+](C)(C)C)C1=CC=CC=C1